C1(CC1)N1N=CC(=C1)[C@@H]1OCC[C@@H](C1)C=1N=C(C2=C(N1)N=C(S2)N(C)C)C2=C(C(=C(C=C2)F)F)F 5-[(2R,4S)-2-(1-cyclopropylpyrazol-4-yl)tetrahydropyran-4-yl]-N,N-dimethyl-7-(2,3,4-trifluorophenyl)thiazolo[4,5-d]pyrimidin-2-amine